Ethyl 1-(((4-(1-methyl-4-(trifluoromethyl)-1H-imidazol-2-yl)benzyl)amino)methyl)cyclopropane-1-carboxylate CN1C(=NC(=C1)C(F)(F)F)C1=CC=C(CNCC2(CC2)C(=O)OCC)C=C1